butyl 6-((6-methyl-5-(trifluoromethyl)pyridin-2-yl)oxy)-2-azaspiro[3.3]heptane-2-carboxylate CC1=C(C=CC(=N1)OC1CC2(CN(C2)C(=O)OCCCC)C1)C(F)(F)F